OC1=NC=C(C=C1O)C(F)(F)F 2,3-dihydroxy-5-trifluoromethyl-pyridine